3-chloro-2-(2-chloroethoxy)-5-(2-(4-((2-((1-oxido-1λ6-thiomorpholin-1-ylidene)amino)pyrimidin-4-yl)methoxy)phenyl)propan-2-yl)benzonitrile ClC=1C(=C(C#N)C=C(C1)C(C)(C)C1=CC=C(C=C1)OCC1=NC(=NC=C1)N=S1(CCNCC1)=O)OCCCl